CN1CCN(CC1)CCN1NC=2C(=C3C=4CCCCC4C(=NC3=CC2)C=2C(=NNC2)C(F)(F)F)C1C(=O)O N-(2-(4-methylpiperazin-1-yl)ethyl)-7-(3-(trifluoromethyl)-1H-pyrazol-4-yl)-8,9,10,11-tetrahydro-3H-pyrazolo[4,3-a]phenanthridine-1-carboxylic acid